FC/C=C/C(=O)N1[C@H](CN(CC1)C=1C2=C(N=C(N1)OC[C@H]1N(CCC1)C)CN(CC2)C2=CC=CC1=CC=CC(=C21)C)CC#N 2-((S)-1-((E)-4-fluorobut-2-enoyl)-4-(7-(8-methylnaphthalen-1-yl)-2-(((S)-1-methylpyrrolidin-2-yl)methoxy)-5,6,7,8-tetrahydropyrido[3,4-d]pyrimidin-4-yl)piperazin-2-yl)acetonitrile